22-Hydroxy-heptacosanoic acid OC(CCCCCCCCCCCCCCCCCCCCC(=O)O)CCCCC